6-(6-(4-(2-(3-((1r,3s)-adamantan-1-yl)propanamido)ethyl)piperazin-1-yl)pyridin-3-yl)-1-isopropyl-N-((6-methyl-2-oxo-4-propyl-1,2-dihydro-pyridin-3-yl)methyl)-1H-indazole-4-carboxamide C12(CC3CC(CC(C1)C3)C2)CCC(=O)NCCN2CCN(CC2)C2=CC=C(C=N2)C=2C=C(C=3C=NN(C3C2)C(C)C)C(=O)NCC=2C(NC(=CC2CCC)C)=O